C1(CC1)C1=NN(C=2N=C(NC(C21)=O)CC2=NC=C(C=C2)OC)[C@H](C)C=2C=NC(=CC2)C(F)(F)F |r| Racemic-3-cyclopropyl-6-((5-methoxypyridin-2-yl)methyl)-1-(1-(6-(trifluoromethyl)pyridin-3-yl)ethyl)-1H-pyrazolo[3,4-d]pyrimidin-4(5H)-one